FC1(CN(C1)C1=NC=2N(C=C1)N=CC2C(=O)OCC)F Ethyl 5-(3,3-difluoroazetidin-1-yl)pyrazolo[1,5-a]pyrimidine-3-carboxylate